C(C1=CC=CC=C1)OCC1=CC=C(C=C1)C=1N=C(OC1C)C1=CC(=CC=C1)Cl (4-((benzyloxy)methyl)phenyl)-2-(3-chlorophenyl)-5-methyl-oxazole